ClC1=CC=C(C=C1)S(=O)(=O)[C@]1(C(C=CC(=C1)F)F)NCCC1=C(C=C(C=C1)F)CCCC(=O)O 2-[(1R)-1-[(4-chlorophenyl)sulfonyl](2,5-difluorophenyl)amino]ethyl-5-fluorobenzenebutanoic acid